OC1=C(C=C(C=C1C(C)(C)CC(C)(C)C)CCCO)N1N=C2C(=N1)C=CC=C2 2-[2'-hydroxy-3'-tert-octyl-5'-(3-hydroxypropyl)phenyl]-2H-benzotriazole